5-(4-phenylbutoxy)-6-amino-N-carboxypropylisoindoline-1,3-dione C1(=CC=CC=C1)CCCCOC=1C=C2C(N(C(C2=CC1N)=O)CCCC(=O)O)=O